C(CCC)OC(C1=C(C=C(C=C1)N1C(N(C(C1(C)C)=O)C1=CC(=C(C=C1)C#N)C(F)(F)F)=S)F)=O 4-(3-(4-cyano-3-(trifluoromethyl)phenyl)-5,5-dimethyl-4-oxo-2-thioxoimidazolidin-1-yl)-2-fluorobenzoic acid butyl ester